C(C)C(C(C)C)=CC[C@@H](C)[C@H]1CC[C@H]2[C@@H]3CC=C4CCCC[C@]4(C)[C@H]3CC[C@]12C 24-ethyl-cholest-5,23-diene